(2S,11aR)-7-Fluoro-8-methyl-2-((2-oxo-1,2,3,4-tetrahydro-1,6-naphthyridin-7-yl)oxy)-6-propoxy-2,3,11,11a-tetrahydro-1H,5H-benzo[f]pyrrolo[2,1-c][1,4]oxazepin-5-one FC=1C(=CC2=C(C(N3[C@@H](CO2)C[C@@H](C3)OC3=NC=C2CCC(NC2=C3)=O)=O)C1OCCC)C